(2R,3S,5R)-5-(2,4-dioxo-3,4-dihydropyrimidin-1(2H)-yl)-3-hydroxy-2-(hydroxymethyl)tetrahydrofuran-2-carbonitrile O=C1N(C=CC(N1)=O)[C@H]1C[C@@H]([C@@](O1)(C#N)CO)O